ClC1=CC=2C(=C3C(=NC2C=C1F)C1=CC2=C(C(N1C3)=O)COC([C@]2(O)CC)=O)[C@@H](C)NC([C@@H](C)O)=O (R)-N-((R)-1-((S)-9-chloro-4-ethyl-8-fluoro-4-hydroxy-3,14-dioxo-3,4,12,14-tetrahydro-1H-pyrano[3',4':6,7]indolizino[1,2-b]quinolin-11-yl)ethyl)-2-hydroxypropanamide